ethyl-L-homoserine C(C)N[C@@H](CCO)C(=O)O